methylsulfamic acid benzyl ester C(C1=CC=CC=C1)OS(NC)(=O)=O